(E)-3-iodo-2-(4-methoxyphenyl)acrolein I/C=C(/C=O)\C1=CC=C(C=C1)OC